O-(4-((4-((((((R)-1-(dimethylamino)-3-(2-(3-methoxyphenethyl) phenoxy)propan-2-yl)oxy) methoxy) (methoxy) phosphorothioyl) oxy) phenyl) thio) phenyl) O,O-dimethyl phosphorothioate P(OC1=CC=C(C=C1)SC1=CC=C(C=C1)OP(=S)(OC)OCO[C@H](CN(C)C)COC1=C(C=CC=C1)CCC1=CC(=CC=C1)OC)(OC)(OC)=S